ClC=1C(=NC(=NC1)N[C@@H]1C[C@H]2CO[C@@H]([C@H]1O)O2)C=2C=C(C1=C(NC(=N1)[C@H]1CN(CC1)C(=O)OC)C2C(C)C)F methyl (R)-3-(6-(5-chloro-2-(((1S,3R,4S,5R)-4-hydroxy-6,8-dioxabicyclo[3.2.1]octan-3-yl)amino)pyrimidin-4-yl)-4-fluoro-7-isopropyl-1H-benzo[d]imidazol-2-yl)pyrrolidine-1-carboxylate